C1(CCC1)CN1C[C@@H](CCC1)N1C(NC2=C1C=C(C(=C2)C=2C=C(C=1N(C2)N=CN1)OC)C(C)C)=O (R)-1-(1-(Cyclobutylmethyl)piperidin-3-yl)-6-isopropyl-5-(8-methoxy-[1,2,4]triazolo[1,5-a]pyridin-6-yl)-1,3-dihydro-2H-benzo[d]imidazol-2-on